C1CCC2=C(C=3CCCC3C=C12)NC(=O)N=[S@@](=O)(N)C1=CC=2CN(CCC2S1)C |o1:16| (S) or (R)-N'-((1,2,3,5,6,7-hexahydro-s-indacen-4-yl)carbamoyl)-5-methyl-4,5,6,7-tetrahydrothieno[3,2-c]pyridine-2-sulfonimidamide